4-bromo-1-((5-2-methoxyethoxy)-3,7-dimethyltricyclo[3.3.1.13,7]dec-1-yl)-5-methyl-1H-pyrazole BrC=1C=NN(C1C)C12CC3(CC(CC(C1)(C3)C)(C2)OCCOC)C